2-[(3-amino-6-bromopyridin-2-yl)amino]-4-fluorobenzonitrile NC=1C(=NC(=CC1)Br)NC1=C(C#N)C=CC(=C1)F